N-(2H3)methyl-6-[2-(6-methylpyridin-2-yl)pyridin-3-yl]imidazo[1,2-a]pyridine-3-carboxamide C(NC(=O)C1=CN=C2N1C=C(C=C2)C=2C(=NC=CC2)C2=NC(=CC=C2)C)([2H])([2H])[2H]